FC1=CC(=C(C=C1C(NC=1C=NC(=CC1)CC(F)(F)F)=O)NC(=O)C1=CN=C(S1)C)C N-[4-fluoro-2-methyl-5-[[6-(2,2,2-trifluoroethyl)pyridin-3-yl]carbamoyl]phenyl]-2-methyl-1,3-thiazole-5-carboxamide